N-[5-[2-ethyl-4-[[(3R)-1-methylpyrrolidin-3-yl]methoxy]pyrazol-3-yl]pyrazolo[1,5-a]pyridin-2-yl]cyclopropanecarboxamide C(C)N1N=CC(=C1C1=CC=2N(C=C1)N=C(C2)NC(=O)C2CC2)OC[C@H]2CN(CC2)C